6-(5-azaspiro[2.3]hexane-5-ylmethyl)-2-(3-((1r,3r)-3-methoxy-1-(4-methyl-4H-1,2,4-triazol-3-yl)cyclobutyl)phenyl)-4-(trifluoromethyl)isoindolin-1-one C1CC12CN(C2)CC2=CC(=C1CN(C(C1=C2)=O)C2=CC(=CC=C2)C2(CC(C2)OC)C2=NN=CN2C)C(F)(F)F